NC1=NC=C(C2=C1C(=C(S2)C2=C(C=C(C=C2)NC(C(=C)C)=O)C)C2=CC=C(C=C2)C#N)C=2C=NN(C2)C N-(4-(4-amino-3-(4-cyanophenyl)-7-(1-methyl-1H-pyrazol-4-yl)thieno[3,2-c]pyridin-2-yl)-3-methylphenyl)methacrylamide